(S)-4-(2-(hydroxymethyl)azetidin-1-yl)-N-(quinolin-8-yl)picolinamide OC[C@H]1N(CC1)C1=CC(=NC=C1)C(=O)NC=1C=CC=C2C=CC=NC12